(2R)-2-(6-{5-chloro-2-[(2-methyl-2H-1,2,3-triazol-4-yl)amino]pyrimidin-4-yl}-1-oxo-2,3-dihydro-1H-isoindol-2-yl)-N-[(1S)-1-(3-ethoxy-5-fluorophenyl)-2-hydroxyethyl]propionamide ClC=1C(=NC(=NC1)NC1=NN(N=C1)C)C1=CC=C2CN(C(C2=C1)=O)[C@@H](C(=O)N[C@H](CO)C1=CC(=CC(=C1)F)OCC)C